1-(2,3-Dihydrobenzo[1,4]dioxin-2-ylmethyl)-3-p-tolyl-piperidine O1C(COC2=C1C=CC=C2)CN2CC(CCC2)C2=CC=C(C=C2)C